COC1=CC=C(C=C1)C1(CCC1)CCC(=O)OCC ethyl 3-(1-(4-methoxyphenyl)cyclobutyl)propanoate